N-{[4-(quinoline-8-sulfonyl)phenyl]methyl}-1H-pyrazolo[3,4-b]pyridine N1=CC=CC2=CC=CC(=C12)S(=O)(=O)C1=CC=C(C=C1)CN1N=CC=2C1=NC=CC2